butyl ether, sodium salt [Na].C(CCC)OCCCC